C1(=C(C=CC=C1)C1=C(C(=C(C(C(=O)O)=C1)C(=O)O)C1=C(C=CC=C1)C)C(=O)O)C.C(CO)O ethylene glycol ditolyl-trimellitate